ClC1=NC(=NC(=N1)C1=CC2=CC=CC=C2C=C1)C1=CC2=CC=CC=C2C=C1 2-chloro-4,6-di(naphthalen-2-yl)-1,3,5-triazine